[C@@H]12N(C[C@@H](NC1)CC2)C2=NC(=NC1=C(C(=C(C=C21)F)C2=CC=CC1=CC=C(C(=C21)F)F)F)OC[C@]21CCCN1C[C@@H](C2)F 4-(4-((1S,4S)-2,5-diazabicyclo[2.2.2]octan-2-yl)-6,8-difluoro-2-(((2R,7aS)-2-fluorotetrahydro-1H-pyrrolizin-7a(5H)-yl)methoxy)quinazolin-7-yl)-5,6-difluoronaphthalen